CC=1C=C(C=C(C1C)C1=CC=CC=C1)C#N 5,6-dimethyl-[1,1'-Biphenyl]-3-Carbonitrile